C(C)(C)(C)OC(=O)N(C=1OC=CN1)C1=C(C=CC(=C1)C(F)(F)F)C 2-((tert-Butoxycarbonyl)(2-methyl-5-(trifluoromethyl)phenyl)amino)oxazole